5-benzyl-4-(4-chlorobenzoyl)-2-(thiophen-2-yl)furan-3-carboxylic acid ethyl ester C(C)OC(=O)C1=C(OC(=C1C(C1=CC=C(C=C1)Cl)=O)CC1=CC=CC=C1)C=1SC=CC1